FC(C(=O)N[C@H]1[C@@H](N(C(C1)=O)C=1C=C2C=NN(C2=CC1)C1=CN(C(C=C1)=O)C)C1=C(C=CC=C1)F)(C)F |r| racemic-trans-2,2-difluoro-N-(2-(2-fluorophenyl)-1-(1-(1-methyl-6-oxo-1,6-dihydropyridin-3-yl)-1H-indazol-5-yl)-5-oxopyrrolidin-3-yl)propanamide